3-ethyl-7-((4-(6-(5-methyl-4H-1,2,4-triazol-3-yl)pyridin-3-yl)piperazin-1-yl)methyl)quinazoline-2,4(1H,3H)-dione C(C)N1C(NC2=CC(=CC=C2C1=O)CN1CCN(CC1)C=1C=NC(=CC1)C1=NN=C(N1)C)=O